tert-butyl N-[[1-[2-[4-chloro-3-(trifluoromethyl)phenyl]-5-formyl-pyrimidin-4-yl]pyrrolidin-3-yl]methyl]carbamate ClC1=C(C=C(C=C1)C1=NC=C(C(=N1)N1CC(CC1)CNC(OC(C)(C)C)=O)C=O)C(F)(F)F